C(C1=CC=CC=C1)N1C[C@@H](N(CC1)C(=O)OC(C)(C)C)CC#C tert-butyl (2S)-4-benzyl-2-prop-2-ynyl-piperazine-1-carboxylate